C(C)C1N(CCC1(C(=O)OCC)C#N)C ethyl ethyl-3-cyano-1-methylpyrrolidine-3-carboxylate